ClC=1C=C2C(=NC(N(C2=CC1OC1COCC1)C)=O)N1CCOCC2=C1C=CC=C2C#CC2(CC2)C(F)(F)F 6-chloro-1-methyl-7-((tetrahydrofuran-3-yl)oxy)-4-(6-((1-(trifluoromethyl)cyclopropyl)ethynyl)-2,3-dihydrobenzo[e][1,4]oxazepin-1(5H)-yl)quinazolin-2(1H)-one